oxo-5'H,7'H-spiro[cyclopropane-1,8'-pyrano[4,3-b]pyridine]-2'-carboxylic acid methyl ester COC(=O)C1=CC=C2C(=N1)C1(COC2=O)CC1